(E)-1-(4-Fluorophenyl)-3-(4-hydroxy-3-nitrophenyl)prop-2-en-1-one FC1=CC=C(C=C1)C(\C=C\C1=CC(=C(C=C1)O)[N+](=O)[O-])=O